3-(5-(6-((4,4-dimethylpiperidin-1-yl)methyl)imidazo[1,2-a]pyridin-8-yl)-1-oxoisoindolin-2-yl)piperidine-2,6-dione CC1(CCN(CC1)CC=1C=C(C=2N(C1)C=CN2)C=2C=C1CN(C(C1=CC2)=O)C2C(NC(CC2)=O)=O)C